ethyl 3-[1-(4-hydroxybutyl)-4-methyl-1H-benzotriazol-5-yl]-3-{3-[(1R)-1-(6-hydroxy-2,2-dioxo-2H-1,2λ6,3-benzoxathiazin-3(4H)-yl)ethyl]-4-methylphenyl}propanoate OCCCCN1N=NC2=C1C=CC(=C2C)C(CC(=O)OCC)C2=CC(=C(C=C2)C)[C@@H](C)N2S(OC1=C(C2)C=C(C=C1)O)(=O)=O